C(CCC\C=C/CC)OC(CCC(=O)OCCCC(CCCO)O)OCCCC\C=C/CC 4,7-dihydroxyheptyl 4,4-bis(((Z)-oct-5-en-1-yl)oxy)butanoate